(3R)-pyrrolidin-3-ol N1C[C@@H](CC1)O